NCC1=C(C=CC(=N1)C=1C(=NC=CC1)OCC)N1CCN(CC1)C(=O)C=1C(=NC(=CC1)OCC)C(F)(F)F (4-(6-(aminomethyl)-2'-ethoxy-[2,3'-bipyridin]-5-yl)piperazin-1-yl)(6-ethoxy-2-(trifluoromethyl)pyridin-3-yl)methanone